OI1(OC(C2=C1C=CC=C2)=O)=O 1-hydroxy-1-oxo-1λ5,2-benziodoxol-3-one